(3R)-3-(1,1-difluoroethyl)pyrrolidine hydrochloride Cl.FC(C)(F)[C@H]1CNCC1